N1=CC(=CC=C1)[C@@H]1[C@H](C1)C=1C=2N(N=C(C1)C=1C(NC(NC1)=O)=O)C=CN2 5-[8-[(1S,2S)-2-(3-pyridyl)cyclopropyl]imidazo[1,2-b]pyridazin-6-yl]-1H-pyrimidine-2,4-dione